methyl (R)-2-((2-oxo-4-(o-tolyl)-2H-chromen-7-yl)oxy)propanoate O=C1OC2=CC(=CC=C2C(=C1)C1=C(C=CC=C1)C)O[C@@H](C(=O)OC)C